CC1=C(C=CC(=C1)C)N(C=N)C N-(2,4-Dimethylphenyl)-N-methyl-formamidine